C(#N)C1=NC2=CC(=CC(=C2N=C1N1OC2(CC1)CCC(C(C2)O)O)[C@@H](C)NC2=C(C(=O)O)C=CC=C2)C (((1R)-1-(2-cyano-3-(8,9-dihydroxy-oxa-2-azaspiro[4.5]decan-2-yl)-7-methylquinoxalin-5-yl)ethyl)amino)benzoic acid